ClC=1C(=NC(=NC1N)N1C(=NC2=C1C=CC=C2)C)NC2=CC=C(C=C2)C(F)(F)F 5-chloro-2-(2-methyl-1H-benzimidazol-1-yl)-N-[4-(trifluoromethyl)phenyl]pyrimidine-4,6-diamine